methyl 4-fluoro-2-[(4-methoxyphenyl)methylthio]benzoate FC1=CC(=C(C(=O)OC)C=C1)SCC1=CC=C(C=C1)OC